tert-butyl 4-(2-(4,5-dibromo-1H-pyrrole-2-carboxamido)-5-((2-methoxy-2-oxoethyl)carbamoyl)phenyl)piperazine-1-carboxylate BrC=1C=C(NC1Br)C(=O)NC1=C(C=C(C=C1)C(NCC(=O)OC)=O)N1CCN(CC1)C(=O)OC(C)(C)C